C1(CC1)N1N=CC(=C1)[C@H]1C=C(CCO1)C1=NC(=C(C(=N1)C(=O)OCC)C1OCCO1)C1=C(C=C(C=C1)C(F)(F)F)F ethyl 2-[(6R)-6-(1-cyclopropylpyrazol-4-yl)-3,6-dihydro-2H-pyran-4-yl]-5-(1,3-dioxolan-2-yl)-6-[2-fluoro-4-(trifluoromethyl)phenyl]pyrimidine-4-carboxylate